6-cyano-5-(4-((2-(3-ethylureido)pyridin-4-yl)methyl)piperidin-1-yl)-N-methylpicolinamide C(#N)C1=C(C=CC(=N1)C(=O)NC)N1CCC(CC1)CC1=CC(=NC=C1)NC(=O)NCC